2-(3-Aminomethyl-phenyl)-trifluoromethyl-2H-pyrazole-3-carboxylic acid {3-((cyclopropylmethyl-amino)-(4-dimethylamino-naphthalen-1-yl)-methyl)-phenyl}-amide C1(CC1)CNC(C=1C=C(C=CC1)NC(=O)C=1N(N=CC1C(F)(F)F)C1=CC(=CC=C1)CN)C1=CC=C(C2=CC=CC=C12)N(C)C